di(hydroxyisopropyl)pentanediamine OC(C)(C)C(C(N)(N)C(C)(C)O)CCC